N1C=CC=2C1=NC=C(C2)C=2N=NN(C2)CC2=CC=C(C=C2)C=2OC(=NN2)C(F)F 2-(4-((4-(1H-pyrrolo[2,3-b]pyridin-5-yl)-1H-1,2,3-triazol-1-yl)methyl)phenyl)-5-(difluoromethyl)-1,3,4-oxadiazole